C1(CC1)C1=NN(C=C1C=1C=C2C(=CN1)NC=C2)[C@@H]2C[C@H](C2)CNC=2C=C1C(N(C(C1=CC2)=O)C2C(NC(CC2)=O)=O)=O 5-(((trans-3-(3-cyclopropyl-4-(1H-pyrrolo[2,3-c]pyridin-5-yl)-1H-pyrazol-1-yl)cyclobutyl)methyl)amino)-2-(2,6-dioxopiperidin-3-yl)isoindoline-1,3-dione